5,6-dichloro-3-(1H-pyrazol-4-yl)-2-(5-(trifluoromethyl)-1H-1,2,4-triazol-3-yl)-1H-indole ClC=1C=C2C(=C(NC2=CC1Cl)C1=NNC(=N1)C(F)(F)F)C=1C=NNC1